FC(C(C(C(F)(F)F)(F)F)(F)F)(S(=O)(=O)F)F 1,1,2,2,3,3,4,4,4-nonafluorobut-1-sulfonyl fluoride